FP1OC2=C(C=C(C=C2C(C)(C)C)C(C)(C)C)C(C)C2=C(C(=CC(=C2)C(C)(C)C)C(C)(C)C)O1 2,2'-ethylidenebis(4,6-di-tert-butylphenyl) fluorophosphonite